6-bromo-3-(bromomethyl)-1-[5-chloro-2-(difluoromethoxy)phenyl]pyrazolo[4,3-b]pyridine BrC=1C=C2C(=NC1)C(=NN2C2=C(C=CC(=C2)Cl)OC(F)F)CBr